CC=1C=C(C=C(C1)C)NC1=NC=CC(=N1)N1N=C(C(=C1)CN1CC(C1)O)C 1-((1-(2-(3,5-dimethylphenylamino)pyrimidin-4-yl)-3-methyl-1H-pyrazol-4-yl)methyl)azetidin-3-ol